5-Cyclopropyl-N-(4-(1-methyl-1H-1,2,4-triazol-3-yl)phenyl)pyrazolo[1,5-a]pyrimidine-3-carboxamide C1(CC1)C1=NC=2N(C=C1)N=CC2C(=O)NC2=CC=C(C=C2)C2=NN(C=N2)C